[Si](C)(C)(C(C)(C)C)OC1CC=2N(N=C(C2)B2OC(C(O2)(C)C)(C)C)C1 5-((tert-butyldimethylsilyl)oxy)-2-(4,4,5,5-tetramethyl-1,3,2-dioxaborolan-2-yl)-5,6-dihydro-4H-pyrrolo[1,2-b]pyrazole